ClC1=CC=C(C=CC2=C(N)C=CC=C2)C=C1 2-(4-chlorostyryl)aniline